C1(=CC=C(C=C1)[S@](=O)\N=C\C(=O)OCC)C ethyl (S,E)-2-((p-tolylsulfinyl)imino)acetate